2-(1H-pyrazol-4-yl)pyrido[3,4-d]Pyrimidin-4-amine N1N=CC(=C1)C=1N=C(C2=C(N1)C=NC=C2)N